3-(difluoromethyl)-N-(7-fluoro-1,1,3-trimethyl-indan-4-yl)-1-methyl-pyrazole-4-carboxamide FC(C1=NN(C=C1C(=O)NC1=C2C(CC(C2=C(C=C1)F)(C)C)C)C)F